FC1=C(C=CC=C1)C#CC=1C=C2CCC(C2=CC1)N1CC2(CC2)C(CC1)C(=O)OC methyl 5-(5-((2-fluorophenyl)ethynyl)-2,3-dihydro-1H-inden-1-yl)-5-azaspiro[2.5]octane-8-carboxylate